2-(2-(acryloyloxy) ethoxy)-2-methyl-4-oxohexanoate C(C=C)(=O)OCCOC(C(=O)[O-])(CC(CC)=O)C